C1(CCCC1)OC1=NC(=C(C2=CC=C(C=C12)OC1=CC=CC=C1)O)C(=O)NCC(=O)O (1-(cyclopentyloxy)-4-hydroxy-7-phenoxyisoquinoline-3-carbonyl)glycine